FC1=C(OC2=CC=NC3=CC(=C(C=C23)C(=O)O)OC)C=CC(=C1)NC(=O)C1(CC1)C(NC1=CC=C(C=C1)F)=O 4-(2-Fluoro-4-(1-((4-fluorophenyl)carbamoyl)cyclopropane-1-carboxamido)phenoxy)-7-methoxyquinoline-6-carboxylic acid